N1CCC=2C1=NC=CC2SC2=CN=C(N=N2)N2CCC1(CC2)[C@@H](C2=CC=CC=C2C1)N (S)-1'-(6-((2,3-dihydro-1H-pyrrolo[2,3-b]pyridin-4-yl)thio)-1,2,4-triazin-3-yl)-1,3-dihydrospiro[indene-2,4'-piperidin]-1-amine